ClC1=C(C=C(C=C1N1[C@H](CN(CC1)C[C@H]1CNC(C1)=O)C)C#N)NC1=NC=2N(C(=N1)NC1CC1)N=CC2C#N 2-((2-chloro-5-cyano-3-((S)-2-methyl-4-(((R)-5-oxopyrrolidin-3-yl)methyl)piperazin-1-yl)phenyl)amino)-4-(cyclopropylamino)pyrazolo[1,5-a][1,3,5]triazine-8-carbonitrile